FC1=C(C=C(C=C1)C(F)(F)F)NC(=O)[C@]12[C@H]3C[C@@H]([C@@H]([C@@]2(C1)C1=CC(=NC=C1)OC)O3)O |r| rac-(1r,2r,4s,5r,6s)-N-(2-fluoro-5-(trifluoromethyl)phenyl)-6-hydroxy-4-(2-methoxypyridin-4-yl)-8-oxatricyclo[3.2.1.02,4]octane-2-carboxamide